COC=1C=C(C=CC1OC)C=CC=O 3-(3,4-dimethoxyphenyl)-2-propen-1-one